C12(CC3CC(CC(C1)C3)C2)CN2N=CC(=C2C)C=2C(=NC(=CC2)N2CC3=C(C=CC=C3CC2)C(NC=2SC3=C(N2)C=CC=C3)=O)C(=O)O 3-[1-(1-adamantylmethyl)-5-methyl-pyrazol-4-yl]-6-[8-(1,3-benzothiazol-2-ylcarbamoyl)-3,4-dihydro-1H-isoquinolin-2-yl]pyridine-2-carboxylic acid